C(C)(C)(C)[C@]1(N(CC1)C(=O)OC1=NC(=NC2=CC(=C(C=C12)OC)CN1CCOCC1)C)COC1=CC=C(C=C1)C(C)(C)C1=CC=C(C=C1)OC=1C=NC(=NC1)C(C)=O 6-methoxy-2-methyl-7-(morpholinomethyl)quinazolin-4-ol tert-butyl-(S)-2-((4-(2-(4-((2-acetylpyrimidin-5-yl)oxy)phenyl)propan-2-yl)phenoxy)methyl)azetidin-1-carboxylate